(S)-6-(3-methyl-1H-pyrrolo[2,3-b]pyridin-5-yl)-4-(pyrrolidin-2-yl)-N-(thiazol-2-yl)isoindoline-2-carboxamide CC1=CNC2=NC=C(C=C21)C2=CC(=C1CN(CC1=C2)C(=O)NC=2SC=CN2)[C@H]2NCCC2